3-(5-((1r,2s)-2-(benzylamino)cyclobutoxy)-1-oxoisoindolin-2-yl)piperidine-2,6-dione C(C1=CC=CC=C1)N[C@@H]1[C@@H](CC1)OC=1C=C2CN(C(C2=CC1)=O)C1C(NC(CC1)=O)=O